2-amino-1-(5-(4-amino-7-methyl-7H-pyrrolo[2,3-d]pyrimidin-5-yl)-4-fluoroindolin-1-yl)-2-phenylethanone NC(C(=O)N1CCC2=C(C(=CC=C12)C1=CN(C=2N=CN=C(C21)N)C)F)C2=CC=CC=C2